COCCOCCO[SiH3] 2-(2-methoxyethoxy)ethoxysilane